FC([Se][Ag])(F)F trifluoromethyl-selenosilver